(Z)-2',3-Dioxo-N-(tetrahydro-2H-pyran-4-yl)-[2,3'-biindolinylidene]-1'-carboxamide O=C\1N(C2=CC=CC=C2/C1=C\1/NC2=CC=CC=C2C1=O)C(=O)NC1CCOCC1